(R)-4-((3S,8S,9S,10R,13R,14S,17R)-3-(ethoxymethoxy)-10,13-dimethyl-2,3,4,7,8,9,10,11,12,13,14,15,16,17-tetradecahydro-1H-cyclopenta[a]phenanthren-17-yl)pentanoic acid C(C)OCO[C@H]1CC[C@@]2([C@H]3CC[C@@]4([C@H](CC[C@H]4[C@@H]3CC=C2C1)[C@@H](CCC(=O)O)C)C)C